CN(CCN(C1=C(C=C(C=C1)C1=C(OC=2N=CN=C(C21)N2CCCC2)C2=CC=CC=C2)NC(C=C)=O)C)C N-(2-{[2-(Dimethylamino)ethyl](methyl)amino}-5-[6-phenyl-4-(pyrrolidin-1-yl)furo[2,3-d]pyrimidin-5-yl]phenyl)prop-2-enamide